5-cyclopropyl-3-isopropyl-N-(piperidin-4-yl)pyrazolo[1,5-a]pyrimidin-7-amine C1(CC1)C1=NC=2N(C(=C1)NC1CCNCC1)N=CC2C(C)C